[2H]OC(=O)C(F)(F)F Trifluoroacetic acid-d